N,N-diallyl-3-phenylbut-3-en-1-amine C(C=C)N(CCC(=C)C1=CC=CC=C1)CC=C